FC1=CC(=C(C=C1)NS(=O)(=O)C1=CC=C(C2=CC=CC=C12)OC)C#CC=1C(=NC(=CC1)S(=O)(=O)C)C(=O)N 4-Methoxy-naphthalene-1-sulfonic acid [4-fluoro-2-(6-methanesulfonyl-aminocarbonyl-pyridin-3-ylethynyl)-phenyl]-amide